C(C(C)C)C1=CC(=C(C=C1)CC\C=[N+](/C)\[O-])C (e)-3-(4-isobutyl-2-methylphenyl)-N-methylpropan-1-imine oxide